7-(3,4-dichlorobenzoyl)-N-[1-(methoxymethyl)cyclopropyl]-2-(4-methoxyphenyl)-N-methyl-3-oxo-6,8-dihydro-5H-imidazo[1,5-a]pyrazine-1-carboxamide ClC=1C=C(C(=O)N2CC=3N(CC2)C(N(C3C(=O)N(C)C3(CC3)COC)C3=CC=C(C=C3)OC)=O)C=CC1Cl